BrC=1C=C(C=C(C1)Br)NC(=O)NC1=CC(=CC=C1)OC 1-(3,5-dibromophenyl)-3-(3-methoxyphenyl)urea